C(C)(C)(C)NC(=O)C1=NC=CC(=C1)NC(CC1=CC=C(C=C1)F)=O N-tert-butyl-4-[[2-(4-fluorophenyl)acetyl]amino]pyridine-2-carboxamide